C(C)(C)C1=CC(=CC(=N1)N1N=CC=2C(=NC(=CC21)C=2C=NC=CC2OCCC)C)N2[C@@H]([C@H](C2)CS(=O)(=O)C)C 1-(6-Isopropyl-4-((2R,3S)-2-methyl-3-((methylsulfonyl)methyl)azetidin-1-yl)pyridin-2-yl)-4-methyl-6-(4-propoxypyridin-3-yl)-1H-pyrazolo[4,3-c]pyridine